CC1(C(C(CC1)C(=C)C)C)O 1,2-dimethyl-3-(prop-1-en-2-yl)cyclopentan-1-ol